C(C)N1C2=NC(=NC(=C2N=C1)C=1C=CC(N(N1)C)=O)N1N=C(C(=C1)C1=CC=CC=C1)OC 6-(9-ethyl-2-(3-methoxy-4-phenyl-1H-pyrazol-1-yl)-9H-purin-6-yl)-2-methylpyridazin-3(2H)-one